CC=1N=C2N(C=C(C=C2)C=2C=CC=3N(C(C=C(N3)C3CCN(CC3)C)=O)C2)C1 7-(2-methylimidazo[1,2-a]pyridin-6-yl)-2-(1-methylpiperidin-4-yl)-4H-pyrido[1,2-a]pyrimidin-4-one